(3S,4S)-4-amino-1-(2,4-dimethoxybenzyl)-3-methylpyrrolidin-2-one N[C@H]1[C@@H](C(N(C1)CC1=C(C=C(C=C1)OC)OC)=O)C